2-hydroxy-5-(hydroxysulfamoyl)benzoic acid OC1=C(C(=O)O)C=C(C=C1)S(NO)(=O)=O